6-(pentafluoroethyl)pyrimidine FC(C(F)(F)F)(C1=CC=NC=N1)F